N1N=CC(=C1)C1=CN(C2=NC=C(C=C21)C2=CC=C(C=C2)N2CCN(CC2)C)[SH4]OOC2=CC=C(C=C2)C 3-(1H-pyrazol-4-yl)-1-[(4-methylphenyl)dioxy-lambda6-thio]-5-[4-(4-methylpiperazin-1-yl)phenyl]pyrrolo[2,3-b]pyridine